(2S,3R)-3-hydroxy-2-(((R)-2-hydroxy-1-phenylethyl)amino)-3-(6-methoxypyridin-3-yl)-1-(pyrrolidin-1-yl)propan-1-one O[C@@H]([C@@H](C(=O)N1CCCC1)N[C@@H](CO)C1=CC=CC=C1)C=1C=NC(=CC1)OC